O1C=CN=CC2=C1C=CC=N2 pyrido[2,3-f][1,4]oxazepine